(2,2-dioxido-1,2-oxathiolan-5-yl)methyl (2,2,2-trifluoroethyl)sulfite FC(CS(=O)(OCC1CCS(O1)(=O)=O)[O-])(F)F